pyridine-4-thiol potassium salt [K].N1=CC=C(C=C1)S